(3-(4-(5-((1-(4-(3-(5-(tert-butyl)isoxazol-3-yl)ureido)phenyl)-1H-Benzo[d]imidazol-5-yl)oxy)valeramido)-1-oxoisoindol-2-yl)-2,6-dioxopiperidin-1-yl)methan C(C)(C)(C)C1=CC(=NO1)NC(NC1=CC=C(C=C1)N1C=NC2=C1C=CC(=C2)OCCCCC(=O)NC2=C1CN(C(C1=CC=C2)=O)C2C(N(C(CC2)=O)C)=O)=O